azobis[2-methyl-N-{1,1-bis(hydroxymethyl)-2-hydroxyethyl}propionamide] N(=NC(C(=O)NC(CO)(CO)CO)(C)C)C(C(=O)NC(CO)(CO)CO)(C)C